methyl (S)-1-(4-(1-(2,6-dichlorophenyl) azetidin-3-yl) benzyl)-pyrrolidine-3-carboxylate ClC1=C(C(=CC=C1)Cl)N1CC(C1)C1=CC=C(CN2C[C@H](CC2)C(=O)OC)C=C1